tert-butyl 4-(4-cyano-2-(methoxycarbonyl) phenyl)-5-fluoroisoindoline-2-carboxylate C(#N)C1=CC(=C(C=C1)C1=C2CN(CC2=CC=C1F)C(=O)OC(C)(C)C)C(=O)OC